FC=1C=C2C=CN=C(C2=C(C1)C)N(C(C1=CC=C(C=C1)C=1SC(=NN1)C)=O)[C@H]1CNCCC1 (R)-N-(6-fluoro-8-methylisoquinolin-1-yl)-4-(5-methyl-1,3,4-thiadiazol-2-yl)-N-(piperidin-3-yl)benzamide